ClC=1C(=NC(=NC1)NC1=CC=C(C=C1)N1CCN(CC1)CC)NC=1C=C2C=CNC2=CC1 5-Chloro-N2-(4-(4-ethylpiperazin-1-yl)phenyl)-N4-(1H-indol-5-yl)pyrimidine-2,4-diamine